C(=O)OCC1=CC(=CC=C1)N1CC=CC1 [3-(2,5-dihydropyrrol-1-yl)phenyl]methyl formate